FC1=CC=C(O[C@H]2C[C@H](C2)NC2=NC=3N([C@H](C(NC3C(=N2)C)=O)C)C)C=C1 (7S)-2-((cis-3-(4-fluorophenoxy)cyclobutyl)amino)-4,7,8-trimethyl-7,8-dihydropteridin-6(5H)-one